C(#N)C1CCC(CC1)NC(=O)NC1=C(C=CC=2N1C=NC2)C2=CC=CC=C2 1-(4-cyanocyclohexyl)-3-(6-phenylimidazo[1,5-a]pyridin-5-yl)urea